FC12CC(C1)(C2)C(=O)O 3-fluoro-bicyclo[1.1.1]pentan-1-carboxylic acid